ClC1=C(C=C(C(=C1)Cl)OC)NC1=C(C=NC2=CC(=C(C=C12)OC)OCCCN1CCN(CC1)C(CCOCCCC1=C2C(N(C(C2=CC=C1)=O)C1C(NC(CC1)=O)=O)=O)=O)C#N 4-((2,4-dichloro-5-methoxyphenyl)amino)-7-(3-(4-(3-(3-(2-(2,6-dioxopiperidin-3-yl)-1,3-dioxoisoindolin-4-yl)propoxy)propanoyl)piperazin-1-yl)propoxy)-6-methoxyquinoline-3-carbonitrile